FC1=CC=C2C(N(C(N(C2=C1)CC1=CC=C(C=C1)/C=C/C(=O)O)=O)CCC1=CC=CC=C1)=O (E)-3-(4-((7-fluoro-2,4-dioxo-3-phenethyl-3,4-dihydroquinazolin-1(2H)-yl)methyl)phenyl)acrylic acid